4-(3,5-di-tert-butylphenyl)-2-methyl-indenide tert-butyl-(S)-7-(2,4-difluorobenzyl)-6-(hydroxymethyl)-2-methyl-2,3-dihydro-1H-pyrido[2,3-b][1,4]oxazine-1-carboxylate C(C)(C)(C)OC(=O)N1C2=C(OC[C@@H]1C)N=C(C(=C2)CC2=C(C=C(C=C2)F)F)CO.C(C)(C)(C)C=2C=C(C=C(C2)C(C)(C)C)C2=C1C=C([CH-]C1=CC=C2)C